CC1=NN(C(=C1CCC(=O)N1CCN(CC1)CC1=CC=C(C=C1)F)C)C=1C=CC=2N(N1)C(=NN2)C 3-(3,5-dimethyl-1-(3-methyl-[1,2,4]triazolo[4,3-b]pyridazin-6-yl)-1H-pyrazol-4-yl)-1-(4-(4-fluorobenzyl)piperazin-1-yl)propan-1-one